ClC1=CC2=C(SC(=C2C)S(=O)(=O)NC2C(NC(CC2)=O)=O)C=C1 5-chloro-N-(2,6-dioxopiperidin-3-yl)-3-methylbenzo[b]Thiophene-2-sulfonamide